2,2'-[1,4-phenylenebis(oxyethane-2,1-diyloxy[1,1'-binaphthalene]-2',2-diyloxy)]di(ethan-1-ol) C1(=CC=C(C=C1)OCCOC1=C(C2=CC=CC=C2C=C1)C1=C(C=CC2=CC=CC=C12)OCCO)OCCOC1=C(C2=CC=CC=C2C=C1)C1=C(C=CC2=CC=CC=C12)OCCO